ClC1=C(CNC(OC(C)(C)C)=O)C=CC(=C1)C=1N=C2SC3=C(N2C1)C=CC(=C3)C(NCCCN3CCCCC3)=O tert-butyl (2-chloro-4-(7-((3-(piperidin-1-yl)propyl)carbamoyl)benzo[d]imidazo[2,1-b]thiazol-2-yl)benzyl)carbamate